C(C1=CC=CC=C1)OCC(=O)C1=CC=C(C=C1)C1=NOC(=N1)C(F)(F)Cl 2-(benzyloxy)-1-(4-(5-(chlorodifluoromethyl)-1,2,4-oxadiazol-3-yl)phenyl)ethan-1-one